2-fluoro-N-[(1S,2S)-2-[(4-fluorophenoxy)methyl]cyclopentyl]-6-(triazol-2-yl)benzamide FC1=C(C(=O)N[C@@H]2[C@H](CCC2)COC2=CC=C(C=C2)F)C(=CC=C1)N1N=CC=N1